C1(=CC=CC=C1)C(C1=CC=CC=C1)OC(CCCCCCCCCCCCCCCC)=O heptadecanoic acid 1,1-diphenylmethyl ester